N1(CCCCC1)CC1=C(C1)CO (1-(piperidylmethyl)cyclopropenyl)methanol